(2-hydroxypropyl)-6,8-bis(1-methyl-1H-pyrazol-4-yl)pyrido[3,4-d]pyrimidin-4(3H)-one OC(CC=1NC(C2=C(N1)C(=NC(=C2)C=2C=NN(C2)C)C=2C=NN(C2)C)=O)C